C(C)C1=NC(=NC(=C1)C=1C=NN(C1)C1=C(C=C(C=C1)[N+](=O)[O-])F)S(=O)(=O)C 4-ethyl-6-(1-(2-fluoro-4-nitrophenyl)-1H-pyrazol-4-yl)-2-(methylsulfonyl)pyrimidine